3-(3-methyl-4-(1-(octahydrocyclopenta[c]pyrrol-5-yl)-1H-pyrazol-4-yl)-1H-indazole-1-yl)piperidine-2,6-dione CC1=NN(C2=CC=CC(=C12)C=1C=NN(C1)C1CC2C(CNC2)C1)C1C(NC(CC1)=O)=O